FC(C(=C=CC(F)(F)F)C(F)(F)F)(F)F 1,1,1,5,5,5-hexafluoro-2-(trifluoromethyl)penta-2,3-diene